N1(CCC2=CC=CC=C12)CCC[Al-](CC(C)C)CC(C)C (3-(indolin-1-yl)propyl)diisobutyl-aluminum (ii)